FC(C1=NC(=NC(=C1)C(F)(F)F)N1[C@H](C=2NC3=CC=C(C=C3C2CC1)N1N=CC=N1)CC(C)C)(F)F (1S)-2-[4,6-bis(trifluoromethyl)pyrimidin-2-yl]-1-(2-methylpropyl)-6-(2H-1,2,3-triazol-2-yl)-2,3,4,9-tetrahydro-1H-pyrido[3,4-b]indole